1-propyl-3-methylimidazolium iodide salt [I-].C(CC)N1C=[N+](C=C1)C